CC=1N=C(SC1C)NC(=O)C1=C(C=CC=C1)NC(CCOCCNC(OC(C)(C)C)=O)=O tert-butyl (2-(3-((2-((4,5-dimethylthiazol-2-yl)carbamoyl)phenyl)amino)-3-oxopropoxy)ethyl)carbamate